(2s,4r)-N-[(1-methylindol-5-yl)methyl]-4-(p-tolylmethyl)pyrrolidine-2-carboxamide CN1C=CC2=CC(=CC=C12)CNC(=O)[C@H]1NC[C@@H](C1)CC1=CC=C(C=C1)C